O=C(CCCC1=CC=C(C#N)C=C1)C 4-(4-Oxopentanyl)benzonitrile